C1=CC=CC=2C3=CC=CC=C3C(C12)COC(=O)N1[C@@H](C[C@@H]2CCCC[C@H]12)C(=O)O (2S,3aS,7aS)-1-(9H-fluoren-9-yl-methoxycarbonyl)-2,3,3a,4,5,6,7,7a-octahydroindol-2-carboxylic acid